BrC1=CC=C2C=C(N=C(C2=C1)C(C#N)C#N)Cl 2-(7-bromo-3-chloroisoquinolin-1-yl)propanedinitrile